ClC=1N=C(SC1)CCC=O 3-(4-chlorothiazol-2-yl)propan-1-one